cumyl-aminotriazole C(C)(C)(C1=CC=CC=C1)C1=C(N=NN1)N